FC=1C=NC=C(C1C1=CC=C(C=C1)[C@H](C)NC(=O)[C@H]1N(C[C@@H](C1)O)C([C@H](C(C)(C)C)NC(OC(C)(C)C)=O)=O)F tert-butyl ((S)-1-((2S,4R)-2-(((S)-1-(4-(3,5-difluoropyridin-4-yl)phenyl)ethyl)carbamoyl)-4-hydroxypyrrolidin-1-yl)-3,3-dimethyl-1-oxobutan-2-yl)carbamate